4-((9-cyclobutyl-7,7-difluoro-5-methyl-6-oxo-6,7,8,9-tetrahydro-5H-pyrimido[4,5-b][1,4]diazepin-2-yl)amino)-3-methoxybenzoic acid C1(CCC1)N1C2=C(N(C(C(C1)(F)F)=O)C)C=NC(=N2)NC2=C(C=C(C(=O)O)C=C2)OC